N-Methyl-N-(2-((4aS,5aR)-5a-methyl-1,4,4a,5,5a,6-hexahydrocyclopropa[f]indazol-3-yl)-1H-imidazo[4,5-b]pyridin-6-yl)tetrahydro-2H-pyran-4-carboxamide CN(C(=O)C1CCOCC1)C=1C=C2C(=NC1)N=C(N2)C2=NNC=1C[C@@]3([C@H](CC21)C3)C